C(C)(=O)OCC(C)=O 1-(acetyloxy)-2-propanone